ClC1=C(C=CC2=C1C(=N[C@H](C=1N2C(=NN1)C)C)C1=C(C=CC(=N1)O)F)C(F)(F)F 6-[(4S)-7-chloro-1,4-dimethyl-8-(trifluoromethyl)-4H-[1,2,4]triazolo[4,3-a][1,4]benzodiazepine-6-Yl]-5-fluoro-pyridin-2-ol